FC(CC=1C(=NC(=NC1OC)NS(=O)(=O)C1=CNC2=NC(=CC=C21)C)OC)F N-[5-(2,2-difluoroethyl)-4,6-dimethoxy-pyrimidin-2-yl]-6-methyl-1H-pyrrolo[2,3-b]pyridine-3-sulfonamide